1-(2-chlorophenyl)-trans-1-propene ClC1=C(C=CC=C1)\C=C\C